aminopalmitic acid NC(C(=O)O)CCCCCCCCCCCCCC